N-(5-(6-ethoxypyrazin-2-yl)pyridin-2-yl)-2-(4-(N-(4-methoxybenzyl)cyclopropanesulfonamido)pyrimidin-2-yl)butanamide C(C)OC1=CN=CC(=N1)C=1C=CC(=NC1)NC(C(CC)C1=NC=CC(=N1)N(S(=O)(=O)C1CC1)CC1=CC=C(C=C1)OC)=O